(3S)-1-(3-Fluoro-4-(6-[(1R)-1-methyl-1,2,3,4-tetrahydroisoquinoline-2-carbonyl]-8-(pyridin-3-yl)imidazo[1,2-a]pyridin-2-yl)phenyl)pyrrolidine-3-carboxamide FC=1C=C(C=CC1C=1N=C2N(C=C(C=C2C=2C=NC=CC2)C(=O)N2[C@@H](C3=CC=CC=C3CC2)C)C1)N1C[C@H](CC1)C(=O)N